2,6-di-t-butyl-4-mercaptophenol C(C)(C)(C)C1=C(C(=CC(=C1)S)C(C)(C)C)O